C(C)(C)(C)OC(=O)NC1=CC=2N(C=C1C(=O)OCC)N=C(C2)CCC(C)(C)O[Si](C)(C)C(C)(C)C ethyl 5-(tert-butoxycarbonylamino)-2-[3-[tert-butyl(dimethyl)silyl]oxy-3-methylbutyl]pyrazolo[1,5-a]pyridine-6-carboxylate